Tert-butyl (S)-2-(8-(2,4-dichlorophenyl)-9-(4-((1-(3-fluoropropyl)pyrrolidin-3-yl)oxy)phenyl)-6,7-dihydro-5H-benzo[7]annulene-3-carbonothioyl)hydrazine-1-carboxylate ClC1=C(C=CC(=C1)Cl)C=1CCCC2=C(C1C1=CC=C(C=C1)O[C@@H]1CN(CC1)CCCF)C=CC(=C2)C(=S)NNC(=O)OC(C)(C)C